N(=[N+]=[N-])CCCN1C2=CC(=CC=C2C=2C=CN=C(C12)C)OC 1-azido-3-(7-Methoxy-1-methyl-β-carbolin-9-yl)propane